5,10,15,20-tetrakis(pentafluorophenyl)porphyrin nickel [Ni].FC1=C(C(=C(C(=C1C=1C2=CC=C(N2)C(=C2C=CC(C(=C3C=CC(=C(C=4C=CC1N4)C4=C(C(=C(C(=C4F)F)F)F)F)N3)C3=C(C(=C(C(=C3F)F)F)F)F)=N2)C2=C(C(=C(C(=C2F)F)F)F)F)F)F)F)F